Cl[Sb-](Cl)(Cl)(Cl)(Cl)Cl.N1(N=NC2=C1C=CC=C2)OC=[N+](C)C (1H-benzotriazol-1-yloxy)-N,N-dimethylmethaniminium hexachloroantimonate